(2S)-2-((1-(2-(bis(4-methoxybenzyl)amino)-5-fluoropyridin-3-yl)ethyl)amino)propan-1-ol COC1=CC=C(CN(C2=NC=C(C=C2C(C)N[C@H](CO)C)F)CC2=CC=C(C=C2)OC)C=C1